C/C(/C(=O)O)=C\C 2-Methylcrotonic acid